C1(CC1)CN1C(=CC=2C1=NC=CC2)C2=NC1=C(N2CCS(=O)(=O)C)C(=CC(=C1)C(=O)OC)OC Methyl 2-[1-(cyclopropylmethyl)-1H-pyrrolo[2,3-b]pyridin-2-yl]-1-(2-methanesulfonylethyl)-7-methoxy-1H-1,3-benzodiazole-5-carboxylate